methyl 2-((2-(4-((tert-butoxycarbonyl)amino)butyl)-4-fluorophenyl)amino)-5-(trifluoromethyl)benzoate C(C)(C)(C)OC(=O)NCCCCC1=C(C=CC(=C1)F)NC1=C(C(=O)OC)C=C(C=C1)C(F)(F)F